CN1C2=NC(=NC(=C2N=C1C1CN(CC1)C(=O)OC(C)(C)C)N1CCOCC1)N1N=C(C=C1)C1=CC=CC=C1 tert-Butyl 3-(9-methyl-6-morpholino-2-(3-phenyl-1H-pyrazol-1-yl)-9H-purin-8-yl)pyrrolidine-1-carboxylate